FC(C=1C=C(C=CC1F)N1C2=C(C(=C1)S(=O)(=O)C)[C@@H](C(C2)(F)F)O)F (S)-1-(3-(difluoromethyl)-4-fluorophenyl)-5,5-difluoro-3-(methylsulfonyl)-1,4,5,6-tetrahydro-cyclopenta[b]pyrrol-4-ol